ClCOC(C(=O)OCCl)=O oxalic acid bis(chloromethyl) ester